FC1=C(C=C(C=C1)C1=C(C(=O)N)C=CN=C1)C(F)(F)F (4-fluoro-3-(trifluoromethyl)phenyl)isonicotinamide